4-(4-cyclobutylphenoxy)-N-hydroxybenzamide C1(CCC1)C1=CC=C(OC2=CC=C(C(=O)NO)C=C2)C=C1